N-(2-nitro-5-bromophenyl)morpholine-4-sulfonamide [N+](=O)([O-])C1=C(C=C(C=C1)Br)NS(=O)(=O)N1CCOCC1